8-(1-bromoethyl)-2-(4,4-dimethyl-1-piperidinyl)-3-isoxazol-4-yl-6-methyl-chromen-4-one BrC(C)C=1C=C(C=C2C(C(=C(OC12)N1CCC(CC1)(C)C)C=1C=NOC1)=O)C